methyl (S)-3-(3-bromo-5-formylphenyl)-2-((tert-butoxycarbonyl)amino)propanoate BrC=1C=C(C=C(C1)C=O)C[C@@H](C(=O)OC)NC(=O)OC(C)(C)C